C(#N)C1(CCC(CC1)N1C[C@H](CC1)NC(OCC)=O)C1=CC(=CC=C1)OC ethyl {(3S)-1-[4-cyano-4-(3-methoxyphenyl)cyclohexyl]pyrrolidin-3-yl}carbamate